COC1=C(C=CC=C1OC)CC(=O)[O-] 2,3-dimethoxyphenylacetate